(5aR,5bS,7aS,10aS,10bR,E)-8-hydrazineylidene-N-(4-methoxyphenyl)-5a,7a-dimethyl-5,5a,5b,6,7,7a,8,9,10,10a,10b,11-dodecahydro-4H-cyclopenta[7,8]phenanthro[2,1-d]thiazol-2-amine N(/N)=C\1/CC[C@@H]2[C@@]1(CC[C@@H]1[C@]3(CCC=4N=C(SC4C3=CC[C@@H]21)NC2=CC=C(C=C2)OC)C)C